7-iodo-7-deazaadenosine IC1=CN([C@H]2[C@H](O)[C@H](O)[C@@H](CO)O2)C=2N=CN=C(C12)N